(S)-4-(2-(3,5-difluoropyridin-2-yl)-5-(methoxycarbonyl)-6-(3-fluoro-2-methylphenyl)-3,6-dihydropyrimidin-4-yl)cubane-1-carboxylic acid FC=1C(=NC=C(C1)F)C1=N[C@H](C(=C(N1)C12C3C4C5(C(C14)C2C53)C(=O)O)C(=O)OC)C5=C(C(=CC=C5)F)C